phenyl-(naphthyl)benzothiazole C1(=CC=CC=C1)C1=CC=CC2=C1N=C(S2)C2=CC=CC1=CC=CC=C21